ClC1=C(C=CC=C1)CN1N=C(C=C1C=1C=CC2=C(N(C=N2)C)C1)CO [1-[(2-chlorophenyl)methyl]-5-(1-methyl-1H-1,3-benzo-diazol-6-yl)-1H-pyrazol-3-yl]methanol